FC1(CCC(CC1)CN1C=CC2=NC=C(C=C21)C=2C(=NOC2C)NC(OC(C)(C)C)=O)F tert-butyl N-[4-[1-[(4,4-difluorocyclohexyl)methyl]pyrrolo[3,2-b]pyridin-6-yl]-5-methyl-isoxazol-3-yl]carbamate